3-methyl-4-(7-methyl-5,8-dihydrooxepino[3,2-f]benzofuran-2-yl)-N-(1-methylpiperidin-4-yl)benzamide CC=1C=C(C(=O)NC2CCN(CC2)C)C=CC1C=1OC2=C(C1)C=C1C(=C2)OCC(=CC1)C